C(C)(C)N1C(N(C(C1=O)C(C)C)C=1N=C2N(CCSC3=C2C=CC(=C3)N3[C@@H](CCC3)C(=O)N)C1)=O (2S)-1-(2-(3,5-diisopropyl-2,4-dioxoimidazolidin-1-yl)-5,6-dihydrobenzo[f]imidazo[1,2-d][1,4]thiazepin-9-yl)pyrrolidine-2-carboxamide